NC=1C2=C(N=CN1)N(C=C2C(=O)O)C2C1CCC(C2)C1 4-amino-7-(bicyclo[2.2.1]hept-2-yl)-7H-pyrrolo[2,3-d]pyrimidine-5-carboxylic acid